(S)-1-(2,4-difluorophenyl)ethylamine FC1=C(C=CC(=C1)F)[C@H](C)N